COC(=O)C1(C(N(CC1)C1=CC=CC=C1)=O)N(C(CCl)=O)CC1=CC=C(C=C1)C(F)(F)F 3-(2-chloro-N-(4-(trifluoromethyl)benzyl)acetamido)-2-oxo-1-phenylpyrrolidine-3-carboxylic acid methyl ester